7-Methoxy-1'-hydroxyethyl-3',3'-dimethylspiro[2H-1,4-benzoxazin-2,2'-indolin] COC1=CC2=C(N=CC3(N(C4=CC=CC=C4C3(C)C)CCO)O2)C=C1